[Cl-].[Cl-].[Ti+2].C1C=CC2=CC=CC=C12.C1C=CC2=CC=CC=C12 diindene titanium dichloride